2,4,4,7-tetramethyl-oct-5-en-3-one CC(C)C(C(C=CC(C)C)(C)C)=O